BOOBB 3,2-dioxapentaborane